C(C)(C)C(C(NC(C=O)C)=O)NC(CCCCCNC(COCCOCCOCCOCCOCCOCCOCCOCCOCCOCC(NCCCCC(NC(NC(CCC(=O)O)C(=O)O)=O)C(=O)O)=O)=O)=O 5-isopropyl-2-methyl-1,4,7,14,45,53-hexaoxo-16,19,22,25,28,31,34,37,40,43-decaoxa-3,6,13,46,52,54-hexaazaheptapentacontane-51,55,57-tricarboxylic acid